NC1=NC=C(C(=N1)Cl)C#CC1CCN(CC1)C(=O)OC(C)(C)C tert-butyl 4-[2-(2-amino-4-chloro-pyrimidin-5-yl)ethynyl]piperidine-1-carboxylate